C(C)(=O)C=1C=CC(=C(C1)C=1C=C2C(=NN(C2=CC1)C(C1=CC=CC=C1)(C1=CC=CC=C1)C1=CC=CC=C1)NC(=O)C1CNC(CC1)=O)F N-[5-(5-acetyl-2-fluorophenyl)-1-trityl-1H-indazol-3-yl]-6-oxopiperidine-3-carboxamide